C(C)(C)(C)OC(=O)N([C@H]1[C@@H](C1)C1=CC=CC=C1)CC1(CCN(CC1)CC1(CCC1)C(=O)O)COC 1-{[4-({(tert-butoxycarbonyl)[(1R,2S)-2-phenylcyclopropyl]amino}methyl)-4-(methoxymethyl)piperidin-1-yl]methyl}cyclobutanecarboxylic acid